2-(3,5-Dichloro-4-((1-oxo-1,2,3,4-tetrahydroisoquinolin-6-yl)oxy)phenyl)-1,2,4-Triazine-3,5(2H,4H)-dione ClC=1C=C(C=C(C1OC=1C=C2CCNC(C2=CC1)=O)Cl)N1N=CC(NC1=O)=O